4-butyl-1-(4-chlorophenyl)-3-(4-fluorophenyl)-N-(3-methoxypropyl)-5-methyl-4,5-dihydro-1H-pyrazole-5-carboxamide C(CCC)C1C(=NN(C1(C(=O)NCCCOC)C)C1=CC=C(C=C1)Cl)C1=CC=C(C=C1)F